OC(=O)C(F)(F)F.NC(C(=O)NCCNC(=O)C1=CC(=CC(=C1)C(=O)NCCNC(C(CCCCN)N)=O)C(=O)NCCNC(C(CCCCN)N)=O)CCCCN N1,N3,N5-tris(2-(2,6-diaminohexanamido)ethyl)benzene-1,3,5-tricarboxamide TFA salt